O1C(CCC1)OC(CO)CC 2-(tetrahydrofuran-2-yloxy)-butanol